ClC1=C2C(=NC(=N1)C1CC(C1)(F)F)N(N=C2)C(C)C 4-chloro-6-(3,3-difluorocyclobutyl)-1-isopropyl-1H-pyrazolo[3,4-d]Pyrimidine